6'-fluoro-2H-[1,3'-bipyridinyl]-2-one FC1=CC=C(C=N1)N1C(C=CC=C1)=O